C1(=CC=CC=C1)S(=O)(=O)NC1CCC=2C(=CC=CC12)C(=O)N (phenyl-sulfonamido)-2,3-dihydro-1H-indene-4-carboxamide